(+/-)-tert-butyl (3S,4R)-4-((2-(N'-((((benzyloxy)carbonyl)glycyl) oxy)carbamimidoyl)-1-(2,2,2-trifluoroethyl)-1H-indol-4-yl)amino)-3-fluoropiperidine-1-carboxylate C(C1=CC=CC=C1)OC(=O)NCC(=O)ON=C(N)C=1N(C2=CC=CC(=C2C1)N[C@H]1[C@H](CN(CC1)C(=O)OC(C)(C)C)F)CC(F)(F)F |r|